NC1=C(C(=NN1[C@@H]1C[C@H](CC1)Cl)C1=CC=C(C=C1)CNC(C1=C(C=CC=C1)OC)=O)C(=O)N 5-amino-1-[(1S,3S)-3-chlorocyclopentyl]-3-[4-[[(2-methoxybenzoyl)amino]methyl]phenyl]pyrazole-4-carboxamide